butyl 3-(4-chloropyridin-2-yl)-3-formamidopropanoate ClC1=CC(=NC=C1)C(CC(=O)OCCCC)NC=O